1-[3-methyl-5-(trifluoromethyl)-2-pyridyl]-N-(pyrimidin-2-ylmethyl)methanamine CC=1C(=NC=C(C1)C(F)(F)F)CNCC1=NC=CC=N1